C(C)N(CCOC1=CC=C2C=C(C(=C(C2=C1)F)N1CC(NS1(=O)=O)=O)O)C 5-(7-{2-[ethyl(methyl)amino]ethoxy}-1-fluoro-3-hydroxynaphthalen-2-yl)-1λ6,2,5-thiadiazolidine-1,1,3-trione